β-methacrylyloxyethyltrimethyl-ammonium C(C(=C)C)(=O)OCC[N+](C)(C)C